2-(2,4-difluorophenyl)-1-(4-(((2-(4-fluorophenyl)-3-(pyridin-4-yl)pyrazolo[1,5-a]pyridin-6-yl)methyl)amino)piperidin-1-yl)-3-(1H-1,2,4-triazol-1-yl)propan-2-ol FC1=C(C=CC(=C1)F)C(CN1CCC(CC1)NCC=1C=CC=2N(C1)N=C(C2C2=CC=NC=C2)C2=CC=C(C=C2)F)(CN2N=CN=C2)O